NC1=C(C=C(C=N1)C1=NN2C(=C1)[C@@]1(CN(CC1)C(=O)NC(C)(C)C=1C=NC=CC1)OCC2)C(F)(F)F |r| (rac)-2-[6-amino-5-(trifluoromethyl)pyridin-3-yl]-N-[2-(pyridin-3-yl)propan-2-yl]-6,7-dihydrospiro[pyrazolo[5,1-c][1,4]oxazine-4,3'-pyrrolidine]-1'-carboxamide